C1CCC2=C(C=3CCCC3C=C12)NC(=O)N=S(=O)(N)C1=CC=C(C=C1)CO N'-(1,2,3,5,6,7-hexahydro-s-indacen-4-ylcarbamoyl)-4-(hydroxymethyl)benzene-sulfonimidamide